ClC1=CC=2N(C=C1)C(=CN2)S(=O)(=O)NC2=NC=C(C(=N2)OC)OCCF 7-chloro-N-[5-(2-fluoroethoxy)-4-methoxy-pyrimidin-2-yl]imidazo[1,2-a]pyridine-3-sulfonamide